CC1=C(C(NC(=C1)C(F)(F)F)=O)C(=O)NC1C2=CC=CC=C2OC=2C=CC=CC12 4-methyl-2-oxo-6-(trifluoromethyl)-N-(9H-xanthen-9-yl)-1,2-dihydropyridine-3-carboxamide